5-ethyl-6-(4-(1-methyl-1H-1,2,3-triazol-4-yl)benzyl)-2-(tetrahydrofuran-2-ylmethyl)isoindolin-1-one C(C)C=1C=C2CN(C(C2=CC1CC1=CC=C(C=C1)C=1N=NN(C1)C)=O)CC1OCCC1